3-[(4-{[(2R)-4,4-dimethyl-2-{[(pyridin-2-yl)methyl]amino}pentyl]oxy}-6-(2,6-dimethylphenyl)pyrimidin-2-yl)sulfamoyl]benzoic acid CC(C[C@H](COC1=NC(=NC(=C1)C1=C(C=CC=C1C)C)NS(=O)(=O)C=1C=C(C(=O)O)C=CC1)NCC1=NC=CC=C1)(C)C